CN1N=NC2=C1C=C(C=C2)C2=CNC=1N=C(N=CC12)NC1CCN(CC1)C(C)=O 1-(4-((5-(1-methyl-1H-benzo[d][1,2,3]triazol-6-yl)-7H-pyrrolo[2,3-d]pyrimidin-2-yl)amino)piperidin-1-yl)ethan-1-one